C(C1=CC=CC=C1)C(C(=O)O)CCCC(=O)O monobenzyl-hexanedioic acid